C(C)(C)(C)OC(=O)N[C@@H](CCCCN(CCCCC=O)C(=O)OC(C)(C)C)C(=O)OC(C)(C)C tert-butyl N2,N6-bis(tert-butoxycarbonyl)-N6-(5-oxopentyl)-L-lysinate